ClC1=CC=C(C=N1)NC(=O)N[C@@H]1C(NC[C@H]1C1=C(C=C(C=C1F)OC)F)=O |o1:11,15| (-)-1-(6-chloro-pyridin-3-yl)-3-[(3S*,4R*)-4-(2,6-difluoro-4-methoxy-phenyl)-2-oxo-pyrrolidin-3-yl]urea